5-(2-methoxyethoxy)-1-(2-methoxyethyl)-1H-indole-2-carboxylic acid methyl ester COC(=O)C=1N(C2=CC=C(C=C2C1)OCCOC)CCOC